COC=1C=C(C=CC1)S(=O)(=O)NC1=NOC(=C1)C1=CC=CC=C1 3-methoxy-N-(5-phenylisoxazol-3-yl)benzenesulfonamide